N-(1-(1-(4-methoxybenzyl)-5-(trifluoromethyl)-1H-pyrazol-3-yl)ethylidene)-2-methylpropane-2-sulfinamide COC1=CC=C(CN2N=C(C=C2C(F)(F)F)C(C)=NS(=O)C(C)(C)C)C=C1